N1=CC(=CC2=CC=CC=C12)C(C(=O)O)C (quinolin-3-yl)propionic acid